(R)-6-(5-(1-(3,5-Dichloro-2-methylpyridin-4-yl)ethoxy)-1H-indazol-3-yl)-1'-(2,2-difluoroethyl)-4H-spiro[benzo[d][1,3]dioxine-2,4'-piperidine] ClC=1C(=NC=C(C1[C@@H](C)OC=1C=C2C(=NNC2=CC1)C1=CC2=C(OC3(CCN(CC3)CC(F)F)OC2)C=C1)Cl)C